phenyl-trimethyl-ammonium chloride [Cl-].C1(=CC=CC=C1)[N+](C)(C)C